1-[4-(diethylaminomethyldiethoxysilyl)phenyl]-1-phenylethylene C(C)N(CC)C[Si](C1=CC=C(C=C1)C(=C)C1=CC=CC=C1)(OCC)OCC